S1C(SCC1)=[N+](C[Si](C)(C)C)C 1,3-dithiolane-2-ylidene-methyl-(trimethylsilylmethyl)ammonium